3-((4-(3',3'-difluoro-[1,4'-bipiperidin]-4-yl)phenyl)amino)piperidine-2,6-dione FC1(CNCCC1N1CCC(CC1)C1=CC=C(C=C1)NC1C(NC(CC1)=O)=O)F